C1=NC=C(C2=CC=CC=C12)N1C(N(C[C@@H]1C#N)C=1N(C(=CN1)C(F)(F)F)COCC[Si](C)(C)C)=O |r| racemic-3-(isoquinolin-4-yl)-2-oxo-1-(5-(trifluoromethyl)-1-((2-(trimethylsilyl)ethoxy)methyl)-1H-imidazol-2-yl)imidazoline-4-carbonitrile